(1-(methoxymethyl)cyclopentyl)methanol COCC1(CCCC1)CO